C(C)(C)(C)OC(=O)NOCC(=O)NCCOCCOCCNC(C(=C)C)=O N-[2-[2-[2-(t-butoxycarbonylaminooxyacetylamino)ethoxy]ethoxy]ethyl]-methacrylamide